(2S,3aR,5R,7aR)-2-(4-bromophenoxy)-7a-methyl-5-(prop-1-en-2-yl)hexahydrobenzo[d][1,3,2]oxathiaphosphole 2-sulfide BrC1=CC=C(O[P@]2(O[C@]3([C@H](S2)C[C@@H](CC3)C(=C)C)C)=S)C=C1